6-amino-9-(4-((diethylamino)methyl)benzyl)-2-(pentylamino)-9H-purin-8-ol NC1=C2N=C(N(C2=NC(=N1)NCCCCC)CC1=CC=C(C=C1)CN(CC)CC)O